C(C)(C)(C)[Si](OCC(C(C)(C)N1N=C(C=2C=NC(=CC21)Cl)I)=O)(C)C 1-[tert-butyl-(dimethyl)silyl]oxy-3-(6-chloro-3-iodo-pyrazolo[4,3-c]pyridin-1-yl)-3-methyl-butan-2-one